CC12C(C(C(C3C(C4=CC=CC=C4C(C13)=O)=O)C)C)(C2C)C 1,2,3,4,11-pentamethyl-1,4,4a,9a-tetrahydromethanoanthraquinone